(4-((4-amino-1H-pyrazol-1-yl)methyl)phenyl)carbamic acid tert-butyl ester C(C)(C)(C)OC(NC1=CC=C(C=C1)CN1N=CC(=C1)N)=O